FC1=C(C=CC(=C1)F)C1=C(C=C2C(NC(N3C2=C1SC[C@H](C3)OCCOC)=O)=O)C(F)(F)F (3S)-11-(2,4-difluorophenyl)-3-(2-methoxyethoxy)-10-(trifluoromethyl)-3,4-dihydro-2H,6H-[1,4]thiazepino[2,3,4-ij]quinazoline-6,8(7H)-dione